S1C(=NC=C1)OC1=C(C=CC=C1)C1CCN(CC1)C1CC2(CN(C2)C=O)CC1 (6-(4-(2-(thiazol-2-yloxy)phenyl)piperidin-1-yl)-2-azaspiro[3.4]octan-2-yl)methanone